Cl.ClC=1C=CC(=NC1)CN1C(=NC2=C1C=CC=C2)N2C[C@H]([C@@H](CC2)F)N (3R,4R)-1-(1-((5-Chloropyridin-2-yl)methyl)-1H-benzo[d]imidazol-2-yl)-4-fluoropiperidin-3-amin-hydrochlorid